carboxyl-cyclohexene-octanoic acid C(=O)(O)C1=C(CCCC1)CCCCCCCC(=O)O